1-crotonoyl-4-crotonoyloxy-2,2,6,6-tetramethylpiperidine C(\C=C\C)(=O)N1C(CC(CC1(C)C)OC(\C=C\C)=O)(C)C